COC1=CC=C(COC2=CC=CC3=C2N=C(O3)C3=C2C=C(N=CC2=C(N=C3)NC)NC(=O)C3CC3)C=C1 N-(5-(4-((4-methoxybenzyl)oxy)benzo[d]oxazol-2-yl)-8-(methylamino)-2,7-naphthyridin-3-yl)cyclopropanecarboxamide